COCCS(=O)(=O)C 1-methoxy-2-(methyl-sulfonyl)ethane